C(CCCCCCCCC)(=O)OC1=CC=C(C(=O)O)C=C1 4-(decanoyloxy)benzoic acid